FC=1C(=NC(=NC1)NC1=CC=C(C=C1)S(=O)(=O)N)N1CC(O[C@@H](C1)C)(C)C 4-({5-fluoro-4-[(6R)-2,2,6-trimethylmorpholin-4-yl]pyrimidin-2-yl}amino)benzenesulfonamide